2-amino-3-cyano-4-(4-cyanophenyl)-6-methyl-4H-pyran-5-carboxylic acid methyl ester COC(=O)C=1C(C(=C(OC1C)N)C#N)C1=CC=C(C=C1)C#N